N-Isopentyl-4-(isopropylamino)-2-(pyridazin-4-yl)thieno[2,3-b]pyridin-5-carboxamid C(CC(C)C)NC(=O)C=1C(=C2C(=NC1)SC(=C2)C2=CN=NC=C2)NC(C)C